FC(C1=C(C=CC(=C1)F)C=1CCCC2=C(C1C1=CC=C(C=C1)CC1CN(C1)CCCF)C=CC=C2)F 8-(2-(Difluoromethyl)-4-fluorophenyl)-9-(4-((1-(3-fluoropropyl)azetidin-3-yl)methyl)phenyl)-6,7-dihydro-5H-benzo[7]annulen